C(C)(C)(C)[C@@H]1OCC1 (R)-2-(tert-butyl)oxetane